FC1=CC=C2C(=CN(CC2=C1B1OC(C(O1)(C)C)(C)C)CCC)NCC1=CC=C(C=C1)OC 7-Fluoro-4-((4-methoxybenzyl)amino)-N-propyl-8-(4,4,5,5-tetramethyl-1,3,2-dioxaborolan-2-yl)isoquinoline